C1(CCCCC1)NC[Si](OC)(OC)OC N-cyclohexyl-(aminomethyl)trimethoxysilane